C(C1=CC=CC=C1)N1C2=C(OCC1CCO)C=CC(=C2)NC(=O)NC2=CC=C1C=CNC1=C2 4-Benzyl-3-(2-hydroxyethyl)-3,4-dihydro-2H-benzo[b][1,4]oxazin-6-yl-3-(1H-indol-6-yl)urea